4-(N-(2-Hydroxyethyl)sulfamoyl)-N-(6-methyl-2-(3,3,3-trifluoropropoxy)pyrimidin-4-yl)-2-(6-azaspiro[2.5]octan-6-yl)benzamide OCCNS(=O)(=O)C1=CC(=C(C(=O)NC2=NC(=NC(=C2)C)OCCC(F)(F)F)C=C1)N1CCC2(CC2)CC1